(5-(2-mercaptoacetylamino)pentyl)-2-(piperidin-1-yl)pyrimidine-5-carboxamide SCC(=O)NCCCCCC1=NC(=NC=C1C(=O)N)N1CCCCC1